NC=1C=C(C=CC1[N+](=O)[O-])SC1=CC=C(C=C1)N1CCN(CC1)C(=O)C1CC1 (4-(4-((3-amino-4-nitrophenyl)thio)phenyl)piperazin-1-yl)(cyclopropyl)methanone